COC1=CC=C(C=C1)C=1SC(=CC1)[N+](=O)[O-] 2-(4-methoxyphenyl)-5-nitrothiophene